NC1=NC=NN2C1=C(C=C2C=2C=CC(=C(C(=O)N[C@@H]1CN(C[C@@H]1F)C(=O)C1CC(C1)(F)F)C2)CC)C(F)(F)F 5-[4-amino-5-(trifluoromethyl)pyrrolo[2,1-f][1,2,4]triazin-7-yl]-N-[(3R,4S)-1-(3,3-difluorocyclobutanecarbonyl)-4-fluoropyrrolidin-3-yl]-2-ethylbenzamide